NC1=CC=CC(=N1)S(=O)(=O)NC(=O)C=1C(=NC(=CC1)C=1C=NC(=C(C1)C)OCC(C)C)N1C(C[C@@H](C1)C)(C)C N-[(6-Amino-2-pyridyl)sulfonyl]-6-(6-isobutoxy-5-methyl-3-pyridyl)-2-[(4S)-2,2,4-trimethylpyrrolidin-1-yl]pyridin-3-carboxamid